N1C=CC=C1.C1(=CC=CC=C1)C=CC1=CC=CC=C1 stilbene azole salt